C(N)(OS(=O)(=O)C=1C(=NC=C(C1)F)OC)=O 5-fluoro-2-methoxypyridin-3-ylsulfonyl carbamate